(E)-4-(2-(1-methylhydrazino)phenyl)but-2-en-1-ol CN(N)C1=C(C=CC=C1)C/C=C/CO